(2'S,3S,4'S,5'R)-6-chloro-4'-(3-chloro-2-fluorophenyl)-2'-(2,2-dimethylpropyl)-5'-methyl-1,2-dihydrospiro[indole-3,3'-pyrrolidine]-5'-carboxylic acid ClC1=CC=C2C(=C1)NC[C@@]21[C@@H](N[C@]([C@@H]1C1=C(C(=CC=C1)Cl)F)(C(=O)O)C)CC(C)(C)C